6-(4-(1,1,1,3,3,3-hexafluoropropan-2-yl)phenoxy)nicotinic acid FC(C(C(F)(F)F)C1=CC=C(OC2=NC=C(C(=O)O)C=C2)C=C1)(F)F